bromosulfonic acid ethyl ester C(C)OS(=O)(=O)Br